C1(CC1)NC[C@@H]1CN(CC1)C=1N=CC(=NC1)C(=O)NC1=CC2=CN(N=C2C(=C1OC)F)C (R)-5-(3-((cyclopropylamino)methyl)pyrrolidin-1-yl)-N-(7-fluoro-6-methoxy-2-methyl-2H-indazol-5-yl)pyrazine-2-carboxamide